naphthalene-1,3,5-trisulfonate C1(=CC(=CC=2C(=CC=CC12)S(=O)(=O)[O-])S(=O)(=O)[O-])S(=O)(=O)[O-]